ClC1=CC=C(OCC(=O)NC23CC(C2)(C3)NC3=NOC(=N3)C3=CC=C(C=C3)Cl)C=C1 2-(4-chlorophenoxy)-N-(3-{[5-(4-chlorophenyl)-1,2,4-oxadiazol-3-yl]amino}bicyclo[1.1.1]pent-1-yl)acetamide